C1(=CC=CC=C1)N(C1=CC=C(C=C1)C1=CC=C(N(C2=CC=C(C=C2)C)C2=CC=CC=C2)C=C1)C1=CC=C(C=C1)C N,N'-diphenyl-N,N'-di(p-tolyl)benzidine